Bistriflimide [N-](S(=O)(=O)C(F)(F)F)S(=O)(=O)C(F)(F)F